(3R,4R)-4-{[5-(2,4-difluoro-phenyl)-isoxazole-3-carbonyl]-amino}-1-((1S,2S)-2-methyl-cyclopentyl)-piperidine-3-carboxylic acid dimethylamide CN(C(=O)[C@@H]1CN(CC[C@H]1NC(=O)C1=NOC(=C1)C1=C(C=C(C=C1)F)F)[C@@H]1[C@H](CCC1)C)C